C(C)S(=O)(=O)NC1=C(C=C(C=C1)C1=C2C(=NC(=C1)NS(=O)(=O)C1CC1)NC=C2)F N-(4-(4-(ethylsulfonylamino)-3-fluorophenyl)-1H-pyrrolo[2,3-b]pyridin-6-yl)cyclopropanesulfonamide